COC=1C=CC(=C(C1)NS(=O)(=O)C1=CC=C(C=C1)S(=O)(=O)N(C)C)N1CCCCC1 N1-(5-methoxy-2-(piperidin-1-yl)phenyl)-N4,N4-dimethylbenzene-1,4-disulfonamide